ClC1=C(C(=CC=C1)Cl)C1=NOC(=C1CC1=CCN([C@@H](C1)C)C(=O)OC(C)(C)C)C1CC1 (R)-tert-Butyl 4-((3-(2,6-dichlorophenyl)-5-cyclopropylisoxazol-4-yl) methyl)-5,6-dihydro-6-methylpyridine-1(2H)-carboxylate